CC1=NC(=C2N1C=CC=C2)C(=O)N methylimidazo[1,5-a]pyridine-1-carboxamide